NC(C[C@@H](C#C)NC(=O)[C@H]1N(CCC1)C(=O)C1(CC(C1)OC)C1=CC=C(C=C1)OC(F)(F)F)=O Z-(2S)-N-[(1S)-1-(2-Amino-2-oxo-ethyl)prop-2-ynyl]-1-[3-methoxy-1-[4-(trifluoromethoxy)-phenyl]-cyclobutanecarbonyl]pyrrolidine-2-carboxamide